CC(CC=O)C=CCCCCCC 3-methylundec-4-enal